OC(CCN1N(C(OC=C1)=O)CCC1=CC=C(S1)C(=O)O)CC1=CC(=CC=C1)C#CC1=CSC=C1 5-(2-(4-(3-hydroxy-4-(3-(thien-3-ylethynyl)phenyl)butyl)-2-oxo-1,3,4-oxadiazin-3-yl)ethyl)thiophene-2-carboxylic acid